(R)-4-chloro-N-(2,6-difluoro-4-(phenylethynyl)phenyl)-1-((tetrahydrofuran-3-yl)methyl)-1H-pyrazole-5-carboxamide ClC=1C=NN(C1C(=O)NC1=C(C=C(C=C1F)C#CC1=CC=CC=C1)F)C[C@@H]1COCC1